((1s,3s)-3-((5-(3-(2,2-difluoroethyl)-2-methyl-3H-imidazo[4,5-b]pyridin-5-yl)-7H-pyrrolo[2,3-d]pyrimidin-2-yl)amino)-1-methylcyclobutyl)(pyrrolidin-1-yl)methanone FC(CN1C(=NC=2C1=NC(=CC2)C2=CNC=1N=C(N=CC12)NC1CC(C1)(C)C(=O)N1CCCC1)C)F